2-(6,6-Dimethyl-11-oxo-6,11-dihydro-benzo[b]naphtho[2,3-d]furan-8-yloxy)-N-(2-pyridin-4-yl-ethyl)-acetamide CC1(C2=CC(=CC=C2C(C=2C3=C(OC21)C=CC=C3)=O)OCC(=O)NCCC3=CC=NC=C3)C